C(C)(C)(C)OC(N[C@@H]1[C@@H](OCC12CCN(CC2)C2=NC=C(N=C2)SC=2C(=C1C=NNC1=CC2)Cl)C)=O ((3S,4S)-8-(5-((4-chloro-1H-indazol-5-yl)thio)pyrazin-2-yl)-3-methyl-2-oxa-8-Azaspiro[4.5]Decan-4-yl)carbamic acid tert-butyl ester